N1-(3-(tert-butyl)-5-((9-(pyridin-2-yl)-9H-carbazol-2-yl)oxy)phenyl)-N2-phenylbenzene-1,2-diamine C(C)(C)(C)C=1C=C(C=C(C1)OC1=CC=2N(C3=CC=CC=C3C2C=C1)C1=NC=CC=C1)NC=1C(=CC=CC1)NC1=CC=CC=C1